4-(7-bromo-9,9-difluoro-9H-fluoren-2-yl)-2-((2-(trimethylsilyl)ethoxy)methyl)-2H-1,2,3-triazole BrC1=CC=C2C=3C=CC(=CC3C(C2=C1)(F)F)C1=NN(N=C1)COCC[Si](C)(C)C